(4-((4-fluorobenzyl)(prop-2-yn-1-yl)amino)-2-methylphenyl)-3-phenylpropionamide hydrochloride Cl.FC1=CC=C(CN(C2=CC(=C(C=C2)C(C(=O)N)CC2=CC=CC=C2)C)CC#C)C=C1